CCCCCCCCCCCCCCCC(=O)OC[C@@H](CO)OC(=O)CCCCCCC/C=C\\CCCCCCCC The molecule is a 2,3-diacyl-sn-glycerol with oleoyl as 2-acyl group and palmitoyl as the 3-acyl group. It is a 2,3-diacyl-sn-glycerol and a 1-palmitoyl-2-oleoylglycerol. It is an enantiomer of a 1-palmitoyl-2-oleoyl-sn-glycerol.